(R or S)-2-chloro-4-(4-(1-(3,3,3-trifluoro-2-hydroxy-2-phenylpropanoyl)piperidin-4-yl)butoxy)benzoic acid ClC1=C(C(=O)O)C=CC(=C1)OCCCCC1CCN(CC1)C([C@@](C(F)(F)F)(C1=CC=CC=C1)O)=O |o1:22|